FC1=C(C=C(C=C1)[C@]1(C(O[C@]([C@H]1C)(C(F)(F)F)C)=O)C)C (3S,4S,5R)-3-(4-fluoro-3-methylphenyl)-3,4,5-trimethyl-5-(trifluoromethyl)dihydrofuran-2(3H)-one